tert-butyl N-[(3S)-8-(5-tert-butyl-1,3,4-oxadiazol-2-yl)-1-[[4-(cyclopentoxy)phenyl]methyl]-5,5,7-trifluoro-2-oxo-3,4-dihydro-1-benzazepin-3-yl]carbamate C(C)(C)(C)C1=NN=C(O1)C1=CC2=C(C(C[C@@H](C(N2CC2=CC=C(C=C2)OC2CCCC2)=O)NC(OC(C)(C)C)=O)(F)F)C=C1F